dihydrophenanthroindole N1CCC2=CC=C3C(=C12)C=CC=1C=2C=CC=CC2C=CC13